NCC(NCC(N[C@H](C(NCC(NCOCC[C@H](C(=O)O)O)=O)=O)CC1=CC=CC=C1)=O)=O (7S,17R)-1-amino-7-benzyl-17-hydroxy-2,5,8,11-tetraoxo-14-oxa-3,6,9,12-tetraazaoctadecan-18-oic acid